C(C)(C)(C)OC(=O)N1CC2(CC(C2)C=CC2=CC=C(C=C2)C(F)(F)F)CC1 tert-butyl-2-(4-(trifluoromethyl) styryl)-6-azaspiro[3.4]octane-6-carboxylate